5'-chloro-1,1':3',1'':3',1'''-quaterphenyl ClC1=CC(CC(=C1)C1=CC=CC=C1)(C1=CC=CC=C1)C1=CC=CC=C1